N,N,N-trimethyl-N-(2-hydroxypropyl)(ammonium) C[N+](CC(C)O)(C)C